7-bromo-4-fluoro-1-methylindazole BrC=1C=CC(=C2C=NN(C12)C)F